(S)-quinuclidin-3-yl (6-(3,5-difluorophenyl)-2,2-dimethyl-2,3-dihydro-1H-inden-1-yl)carbamate FC=1C=C(C=C(C1)F)C1=CC=C2CC(C(C2=C1)NC(O[C@@H]1CN2CCC1CC2)=O)(C)C